(3S,4S) and (3R,4R)-3-(2,3-dihydro-1,4-benzodioxin-6-yl)-2-(3,4-dihydro-1H-isochromen-7-yl)-1-oxo-1,2,3,4-tetrahydroisoquinoline-4-carboxylic acid O1CCOC2=C1C=CC(=C2)[C@H]2N(C(C1=CC=CC=C1[C@@H]2C(=O)O)=O)C2=CC=C1CCOCC1=C2 |r|